N-isopropyl-5-(4-isopropylphenyl)furan-2-carboxamide C(C)(C)NC(=O)C=1OC(=CC1)C1=CC=C(C=C1)C(C)C